γ-glycidoxypropylvinyl-dimethoxysilane C(C1CO1)OCCCC=C[SiH](OC)OC